tert-butyl 3-(3-(5-(cyclopropylsulfonyl)-2-(difluoromethoxy)phenyl)-4-(pyrazolo[1,5-a]pyrimidine-3-carboxamido)-1H-pyrazol-1-yl)azetidine-1-carboxylate C1(CC1)S(=O)(=O)C=1C=CC(=C(C1)C1=NN(C=C1NC(=O)C=1C=NN2C1N=CC=C2)C2CN(C2)C(=O)OC(C)(C)C)OC(F)F